N-(5-(N-(2,6-diethylphenyl)sulfamoyl)-6-methoxypyridin-3-yl)-2-phenylthiazole-4-carboxamide C(C)C1=C(C(=CC=C1)CC)NS(=O)(=O)C=1C=C(C=NC1OC)NC(=O)C=1N=C(SC1)C1=CC=CC=C1